2-(2,4-dimethoxyphenyl)-2-methyl-4-acetoxy-5-amino-3(2H)-furanone COC1=C(C=CC(=C1)OC)C1(OC(=C(C1=O)OC(C)=O)N)C